C[C@@H]1N(CCN(C1)C=1C=NN2C1C=CC(=C2)C=2C=NN(C2)C)C(=O)OC(C)(C)C tert-butyl (S)-2-methyl-4-(6-(1-methyl-1H-pyrazol-4-yl)pyrazolo[1,5-a]pyridin-3-yl)piperazine-1-carboxylate